bis(stearate) aluminum [Al+2].C(CCCCCCCCCCCCCCCCC)(=O)[O-].C(CCCCCCCCCCCCCCCCC)(=O)[O-]